N-(2-(4-((1S,4S)-2-oxa-5-azabicyclo[2.2.1]heptane-5-yl)piperidine-1-yl)-5-((6-((R)-3-(3,4-difluorophenyl)isoxazolidine-2-yl)pyrimidine-4-yl)amino)-4-methoxyphenyl)acrylamide [C@@H]12OC[C@@H](N(C1)C1CCN(CC1)C1=C(C=C(C(=C1)OC)NC1=NC=NC(=C1)N1OCC[C@@H]1C1=CC(=C(C=C1)F)F)NC(C=C)=O)C2